CN1C(C(C2=CC=CC=C12)(C)CC(=O)OC)=O methyl 2-(1,3-dimethyl-2-oxoindolin-3-yl)acetate